tert-butyl (5-(2-(benzyloxy)ethoxy)pentyl)carbamate C(C1=CC=CC=C1)OCCOCCCCCNC(OC(C)(C)C)=O